ClC1=NC=C2N=C(N(C2=N1)C1CCOCC1)NN 2-chloro-8-hydrazino-9-(tetrahydro-2H-pyran-4-yl)-9H-purine